3-[(4-methoxyphenyl)methylamino]-6-methyl-thieno[2,3-b]pyrazine-2-carbonyl chloride COC1=CC=C(C=C1)CNC1=C(N=C2C(=N1)SC(=C2)C)C(=O)Cl